CNCCNC 1,2-bis(methylamino)ethane